(6S)-5-[4-(3,3-difluoroazetidin-1-yl)-3-(trifluoromethyl)phenyl]-6-methyl-3,6-dihydro-2H-1,3,4-oxadiazin-2-one FC1(CN(C1)C1=C(C=C(C=C1)C1=NNC(O[C@H]1C)=O)C(F)(F)F)F